8-bromo-6-[(4-bromophenyl)methyl]-3-tert-butylpyrido[2,3-e][1,2,4]triazolo[4,3-c]pyrimidin-5(6H)-one BrC1=CC2=C(C=3N(C(N2CC2=CC=C(C=C2)Br)=O)C(=NN3)C(C)(C)C)N=C1